(1R,3s,5S)-8-(5-(5-chloro-2-methoxypyridin-4-yl)-1H-pyrazole-3-carbonyl)-N-((1r,4R)-4-hydroxy-4-(trifluoromethyl)cyclohexyl)-8-azabicyclo[3.2.1]octane-3-carboxamide ClC=1C(=CC(=NC1)OC)C1=CC(=NN1)C(=O)N1[C@H]2CC(C[C@@H]1CC2)C(=O)NC2CCC(CC2)(C(F)(F)F)O